3-(2-chlorophenyl)isoxazole-5,5(4H)-dicarboxylic acid diethyl ester C(C)OC(=O)C1(CC(=NO1)C1=C(C=CC=C1)Cl)C(=O)OCC